[Li].[Li].C1(=CC=CC=C1)OC1=CC=CC=C1 diphenyl ether dilithium salt